(S)-8-(2-amino-6-((R)-1-(5-butyl-2-(3-methyl-1H-pyrazol-1-yl)phenyl)-2,2,2-trifluoroethoxy)pyrimidin-4-yl)-2,8-diazaspiro[4.5]decane-3-carboxylic acid NC1=NC(=CC(=N1)N1CCC2(C[C@H](NC2)C(=O)O)CC1)O[C@@H](C(F)(F)F)C1=C(C=CC(=C1)CCCC)N1N=C(C=C1)C